CC1=C(C(=CC=C1)C)C1=NC(=NC(=C1C)OC[C@@H](CC(C)C)NC1CC2(CC2)C1)NS(=O)(=O)C1=CC=CC(=N1)C(=O)O 6-[[4-(2,6-Dimethylphenyl)-5-methyl-6-[(2R)-4-methyl-2-(spiro[2.3]hexan-5-ylamino)pentoxy]pyrimidin-2-yl]sulfamoyl]pyridine-2-carboxylic acid